C(C)OC(=O)C=1C=NN(C1)[C@@H]1CC[C@H](CC1)N1N=C(C=2C1=NC=NC2N)I 1-((trans)-4-(4-amino-3-iodo-1H-pyrazolo[3,4-d]pyrimidin-1-yl)cyclohexyl)-1H-pyrazole-4-carboxylic acid ethyl ester